ClC1=C(C=CC(=C1)C(F)(F)F)NC(CN1C=2N(C(C(=C1CC)N1CCN(CC1)C(=O)C=1C(=CC=C3C=CC=NC13)O)=O)N=C(N2)C=2CCOCC2)=O N-[2-chloro-4-(trifluoromethyl)phenyl]-2-[2-(3,6-dihydro-2H-pyran-4-yl)-5-ethyl-6-[4-(7-hydroxyquinoline-8-carbonyl)piperazin-1-yl]-7-oxo-[1,2,4]triazolo[1,5-a]pyrimidin-4-yl]acetamide